BrC1=CC=C(C=C1)C(C)(C)C=1N=C(SC1)NC(=O)NCCCO 1-(4-(2-(4-bromophenyl)-propan-2-yl)thiazol-2-yl)-3-(3-hydroxypropyl)urea